4-(7-methoxy-1-methyl-1H-indol-4-yl)pyrimidine-5-carboxylic acid isopropyl ester C(C)(C)OC(=O)C=1C(=NC=NC1)C1=C2C=CN(C2=C(C=C1)OC)C